FC1=CC=C(OC=2SC(=CN2)/C=C(/C(=O)C=2C(OC(=CC2O)CCC/C=C/C(=O)O)=O)\C)C=C1 (E)-6-(3-((E)-3-(2-(4-fluorophenoxy)thiazol-5-yl)-2-methyl-acryloyl)-4-hydroxy-2-oxo-2H-pyran-6-yl)hex-2-enoic acid